ClC1=C(C(=O)O)C=C(C(=C1)C)N1C(NC(CC1)=O)=O 2-Chloro-5-(2,4-dioxo-1,3-diazinan-1-yl)-4-methylbenzoic acid